2'-(3-chloro-1H-pyrrolo[2,3-b]pyridin-5-yl)-N-ethyl-6',7'-dihydrospiro[azetidine-3,4'-pyrazolo[5,1-c][1,4]oxazine]-1-carboxamide ClC1=CNC2=NC=C(C=C21)C2=NN1C(C3(OCC1)CN(C3)C(=O)NCC)=C2